anthra[1,9-cd]pyrazol-6(2H)-one N=1NC2=C3C1C1=CC=CC=C1C(C3=CC=C2)=O